N-(4-((4-(tert-butyl)phenyl)amino)cyclohexyl)-5-oxopyrrolidine-3-carboxamide C(C)(C)(C)C1=CC=C(C=C1)NC1CCC(CC1)NC(=O)C1CNC(C1)=O